1-bromo-3-fluoro-2-methylsulfonyl-benzene BrC1=C(C(=CC=C1)F)S(=O)(=O)C